C(C1=CC=CC=C1)ON1[C@@H]2CC[C@@H](N(C1=O)C2)C(=O)N (2R,5R)-6-benzyloxy-7-oxo-1,6-diazabicyclo[3.2.1]octane-2-carboxamide